COC=1C=C(C=CC1)C=1C=C2C3=C(NC2=CC1)N=CN=C3N[C@@H]3CC[C@H](CC3)N3CCOCC3 6-(3-methoxyphenyl)-N-(trans-4-morpholinocyclohexyl)-9H-pyrimido[4,5-b]indol-4-amine